N-(5-(4-allylpiperidin-1-yl)-7-bromo-1-oxo-2,3-dihydro-1H-indene-4-yl)-2-(4,4-difluoro-3-vinylpiperidin-1-yl)-6-methylpyrimidine-4-carboxamide C(C=C)C1CCN(CC1)C=1C(=C2CCC(C2=C(C1)Br)=O)NC(=O)C1=NC(=NC(=C1)C)N1CC(C(CC1)(F)F)C=C